ethyl 3-(5-chloro-1-methyl-1H-pyrazol-4-yl)-3-oxopropanoate ClC1=C(C=NN1C)C(CC(=O)OCC)=O